FC1=CC=C(C=C1)C1=NN=C(S1)NC1=CC=CC=C1 5-(4-fluorophenyl)-N-phenyl-1,3,4-thiadiazol-2-amine